[Li+].[Si]([O-])([O-])([O-])[O-].[Al+3].[Mg+2] magnesium aluminum silicate lithium salt